C\C=C\CCCCCCC (E)-2-decen